C(C)(C)(C)OC(=O)NC1C(C(OC2=NC=C(C=C21)C(=O)OCC)(C)C)O ethyl 4-(tert-butoxycarbonylamino)-3-hydroxy-2,2-dimethyl-3,4-dihydro-2H-pyrano[2,3-b]pyridine-6-carboxylate